ClC1=CC=CC2=C1SC(=C2)C(=O)N2[C@@H](CC1(CC1)CC2)C(=O)NC(C[C@H]2C(NCC2)=O)C(C(=O)NC2CC2)=O (5S)-6-(7-chlorobenzo[b]thiophene-2-carbonyl)-N-(4-(cyclopropylamino)-3,4-dioxo-1-((S)-2-oxopyrrolidin-3-yl)butan-2-yl)-6-azaspiro[2.5]octane-5-carboxamide